(R)-2-((1-(2-(3-cyano-3-methylazetidin-1-yl)-6-methyl-4-oxo-4H-chromen-8-yl)ethyl)amino)benzoic acid C(#N)C1(CN(C1)C=1OC2=C(C=C(C=C2C(C1)=O)C)[C@@H](C)NC1=C(C(=O)O)C=CC=C1)C